4-hydroxy-2-oxo-glutarate OC(CC(C(=O)[O-])=O)C(=O)[O-]